ClC1=NN=C(C2=C1CCC2(C)C)Cl 1,4-Dichloro-5,5-dimethyl-6,7-dihydro-5H-cyclopenta[d]pyridazine